3-bromo-4-(((S)-2-hydroxy-1-((1r,4S)-4-hydroxy-4-methylcyclohexyl)ethyl)amino)-5-nitrobenzenesulfonamide BrC=1C=C(C=C(C1N[C@H](CO)C1CCC(CC1)(C)O)[N+](=O)[O-])S(=O)(=O)N